ClC=1C=C(C=CC1C)NC1N(C(=NC(=N1)N)N1CCOCC1)C1=CC(=CC=C1)F N-(3-Chloro-4-methylphenyl)-N1-(3-fluorophenyl)-6-morpholin-4-yl-[1,3,5]triazine-2,4-diamine